3-benzyl-1-(trans-4-((5-cyano-4-(5-(methylsulfonyl)pyridin-3-yl)pyrimidin-2-yl)amino)cyclohexyl)-1-(4-(1-methyl-6-oxo-1,6-dihydropyridin-3-yl)phenyl)urea C(C1=CC=CC=C1)NC(N(C1=CC=C(C=C1)C1=CN(C(C=C1)=O)C)[C@@H]1CC[C@H](CC1)NC1=NC=C(C(=N1)C=1C=NC=C(C1)S(=O)(=O)C)C#N)=O